FC1(CCN(CCC1)C1=NC2=CC=C(C=C2C=C1C(=O)NC1=CC(=CC=C1)S(=O)(=N)C)C(F)(F)F)F 2-(4,4-difluoroazepan-1-yl)-N-(3-(S-methylsulfonimidoyl)phenyl)-6-(trifluoromethyl)quinoline-3-carboxamide